C(=O)(O)C1=C2C(OC3(C2=CC=C1)C=1C=CC(=CC1OC=1C2=C(C=CC13)C=C(C=C2)O)N(CC)CC)=O carboxy-10-diethylamino-3-hydroxy-spiro[7H-benzo[c]xanthene-7,1'(3'H)-isobenzofuran]-3'-one